C1(CCC1)([2H])N1C[C@@H](CCC1)NC(OCCCC)=O Butyl (R)-(1-(cyclobutyl-1-d)piperidin-3-yl)carbamate